4-acetyl-N-((7-(5-(difluoromethyl)-1,3,4-oxadiazol-2-yl)imidazo[1,2-a]pyridin-2-yl)methyl)-N-(3-fluorophenyl)piperazine-1-carboxamide C(C)(=O)N1CCN(CC1)C(=O)N(C1=CC(=CC=C1)F)CC=1N=C2N(C=CC(=C2)C=2OC(=NN2)C(F)F)C1